C(C1=CC=CC=C1)OC(=O)[C@H]1N(C[C@](C1)(CF)F)C(CNC(C1=CC=C(C=C1)OC1=CC=CC=C1)=O)=O (2S,4R)-4-fluoro-4-(fluoromethyl)-1-((4-phenoxybenzoyl)glycyl)pyrrolidine-2-carboxylic acid benzyl ester